p-xylenol CC1=CC(=C(C=C1)C)O